tert-butyl 4-((3-([1,2,4]triazolo[1,5-a]pyridin-6-yl)thieno[3,2-b]pyridin-5-yl)amino)-1H-pyrazole-1-carboxylate N=1C=NN2C1C=CC(=C2)C2=CSC=1C2=NC(=CC1)NC=1C=NN(C1)C(=O)OC(C)(C)C